1-benzylpyrazol-3-ylboronic acid C(C1=CC=CC=C1)N1N=C(C=C1)B(O)O